1-(trifluoromethyl)vinylboronic acid hexylene glycol ester B1(OC(CC(O1)(C)C)C)C(=C)C(F)(F)F